3'-(hydroxymethyl)-2,2'-bis(methoxymethoxy)-[1,1'-binaphthyl]-3-carbaldehyde OCC=1C(=C(C2=CC=CC=C2C1)C1=C(C(=CC2=CC=CC=C12)C=O)OCOC)OCOC